methyl 1-isopropyl-1H-pyrrolo[2,3-b]pyridine-5-carboxylate C(C)(C)N1C=CC=2C1=NC=C(C2)C(=O)OC